2,6-dichloro-4-(1,4-dimethyl-1H-pyrazol-5-yl)pyridine ClC1=NC(=CC(=C1)C1=C(C=NN1C)C)Cl